NCCCOC1=CC(=C(CN2C(N([C@H](C3=CC=C(C=C23)C(=O)NCC2=C(C=C(C=C2F)F)F)C)C)=O)C(=C1)F)F (S)-1-(4-(3-aminopropoxy)-2,6-difluorobenzyl)-3,4-dimethyl-2-oxo-N-(2,4,6-trifluorobenzyl)-1,2,3,4-tetrahydro-quinazoline-7-carboxamide